FC=1C=C(C=C(C1)F)C1=NO[C@](C1)(C(=O)N[C@H]1COC(=C1)C(NOC)=O)C (5R)-3-(3,5-difluorophenyl)-N-[(3R)-5-(methoxycarbamoyl)-2,3-dihydrofuran-3-yl]-5-methyl-4H-isoxazole-5-carboxamide